N-(2-chloro-6-methylphenyl)-2-((6-(4-(2-(2,4-dioxotetrahydropyrimidin-1(2H)-yl)benzyl)piperazin-1-yl)-2-methylpyrimidin-4-yl)amino)thiazole-5-carboxamide ClC1=C(C(=CC=C1)C)NC(=O)C1=CN=C(S1)NC1=NC(=NC(=C1)N1CCN(CC1)CC1=C(C=CC=C1)N1C(NC(CC1)=O)=O)C